OCC1=CC=C(C=C1)C1=CN=C2N1N=C(C=C2)C=2C=C(C=CC2)NC(C)=O N-[3-[3-[4-(hydroxymethyl)phenyl]imidazo[1,2-b]pyridazin-6-yl]phenyl]acetamide